2-Amino-4-[1-(3,8-diazabicyclo[3.2.1]octan-8-yl)-5-fluoro-3-[2-(3-methoxyazetidin-1-yl)ethoxy]-7,9-dihydrofuro[3,4-f]quinazolin-6-yl]-5-fluoro-benzothiophene-3-carbonitrile NC=1SC2=C(C1C#N)C(=C(C=C2)F)C=2C1=C(C=3C(=NC(=NC3C2F)OCCN2CC(C2)OC)N2C3CNCC2CC3)COC1